5-(1-cyclopropyl-4-(trifluoromethyl)-1H-imidazol-2-yl)-2-((2-(4-cyclopropyl-6-methoxypyrimidin-5-yl)pyrrolo[2,1-f][1,2,4]triazin-7-yl)methyl)phenol C1(CC1)N1C(=NC(=C1)C(F)(F)F)C=1C=CC(=C(C1)O)CC1=CC=C2C=NC(=NN21)C=2C(=NC=NC2OC)C2CC2